FC(C(=O)O)(F)F.C(C)NC=1C2=C(N=C(N1)NC1=CC=C(C3=C1OCCO3)C(=O)N3CCOCC3)NC=C2 (8-((4-(ethylamino)-7H-pyrrolo[2,3-d]pyrimidin-2-yl)amino)-2,3-dihydrobenzo[b][1,4]dioxin-5-yl)(morpholino)meth-anone 2,2,2-trifluoroacetate